ClC1=NC=CC(=C1)N1C(CCC[C@H]1C1=NC2=C(N1[C@H]1CC3=C(N=C(S3)C)CC1)C=CC(=C2)C=2C(=NOC2C)C)=O (S)-1-(2-Chloropyridin-4-yl)-6-(5-(3,5-dimethylisoxazol-4-yl)-1-((R)-2-methyl-4,5,6,7-tetrahydrobenzo[d]thiazol-6-yl)-1H-benzo[d]imidazol-2-yl)piperidin-2-one